C1N(CCCC12CCCCC2)C2=CC(=NC(=N2)C(F)(F)F)NC2CC1(CNC1)C2 N-(6-(2-azaspiro[5.5]undecan-2-yl)-2-(trifluoromethyl)pyrimidin-4-yl)-2-azaspiro[3.3]heptan-6-amine